5-[5-[[4-(Difluoromethyl)-6-oxo-1H-pyridin-3-carbonyl]amino]-2-fluoro-4-[(3R,5S)-3,4,5-trimethylpiperazin-1-yl]phenyl]-3,6-dihydro-2H-pyridin FC(C=1C(=CNC(C1)=O)C(=O)NC=1C(=CC(=C(C1)C1=CCCNC1)F)N1C[C@H](N([C@H](C1)C)C)C)F